N1C=NC(=C1)CN C-(1H-imidazole-4-yl)methylamine